OCCOC(C(=C)C)=O (hydroxy-ethyl)methacrylate